C(CCCCCCCCCCCCC)[Al](CCCCCCCCCCCCCC)CCCCCCCCCCCCCC tri-tetradecylaluminum